C[C@@H]1N(CC1)C=1N=C(C2=C(N1)CCC2)C=2C=C(C(=O)NCC(=O)O)C=CC2 (S)-(3-(2-(2-methylazetidin-1-yl)-6,7-dihydro-5H-cyclopenta[d]pyrimidin-4-yl)benzoyl)glycine